5-Isopropoxy-N-((3R,4S)-3-methylpiperidin-4-yl)-6-(1H-pyrazol-4-yl)-[1,2,4]triazolo[1,5-a]pyrazin-2-amine C(C)(C)OC1=C(N=CC=2N1N=C(N2)N[C@@H]2[C@@H](CNCC2)C)C=2C=NNC2